3-phenyl-3-(4-(4-(2-hydroxyethyl)-piperazin-1-yl)phenyl)-13,13-dimethyl-3H,13H-indeno[2',3':3,4]naphtho[1,2-b]pyran C1(=CC=CC=C1)C1(C=CC2=C(O1)C=1C=CC=CC1C1=C2C(C2=CC=CC=C21)(C)C)C2=CC=C(C=C2)N2CCN(CC2)CCO